1-(4-(4-(3-Chlorophenyl)piperazin-1-yl)butyl)-1,5-dihydrobenzo[e][1,4]oxazepin-2(3H)-one ClC=1C=C(C=CC1)N1CCN(CC1)CCCCN1C(COCC2=C1C=CC=C2)=O